1-(5-(5-cyano-4-(pyridin-4-yl)thiazol-2-ylcarbamoyl)pyridin-2-yl)piperidine-4-carboxylic acid methyl ester COC(=O)C1CCN(CC1)C1=NC=C(C=C1)C(NC=1SC(=C(N1)C1=CC=NC=C1)C#N)=O